(3S,5S,6R)-3-amino-6-methyl-1-(2,2,2-trifluoroethyl)-5-(2,3,6-trifluorophenyl)piperidin-2-one hydrochloride Cl.N[C@@H]1C(N([C@@H]([C@@H](C1)C1=C(C(=CC=C1F)F)F)C)CC(F)(F)F)=O